7-azaspiro[3.5]nonane-2-nitrile C1C(CC12CCNCC2)C#N